6-(((6-bromopyridin-2-yl)oxy)methyl)-1-(2,2-difluoroethyl)-1H-indazole BrC1=CC=CC(=N1)OCC1=CC=C2C=NN(C2=C1)CC(F)F